3-[(8z,11z)-pentadec-8,11,14-trien-1-yl]phenol C(CCCCCC\C=C/C\C=C/CC=C)C=1C=C(C=CC1)O